Cl.C(#N)C(CCN1CCC(CC1)(C(=O)OCC)C1=CC=CC=C1)(C1=CC=CC=C1)C1=CC=CC=C1 Ethyl 1-(3-cyano-3,3-diphenylpropyl)-4-phenylpiperidine-4-carboxylate hydrochloride